3-(1-oxo-5-(((1S,2S)-2-(3-(tetrahydrofuran-3-yl)azetidin-1-yl)cyclohexyl)oxy)isoindolin-2-yl)piperidine-2,6-dione O=C1N(CC2=CC(=CC=C12)O[C@@H]1[C@H](CCCC1)N1CC(C1)C1COCC1)C1C(NC(CC1)=O)=O